(S)-3-(4-(1-((5-(2,4-difluorophenoxy)pyrazin-2-yl)amino)-1-oxopropan-2-yl)-2,2-dimethylpiperazine-1-carbonyl)pyridine 1-oxide FC1=C(OC=2N=CC(=NC2)NC([C@H](C)N2CC(N(CC2)C(=O)C=2C=[N+](C=CC2)[O-])(C)C)=O)C=CC(=C1)F